C(C)N1C(=NC(=C1)C1=CC(=NN1CCCOC)C)C1=NC(=CC2=C1C=NN2C)C(=O)N 4-{1-ethyl-4-[1-(3-methoxypropyl)-3-methyl-1H-pyrazol-5-yl]-1H-imidazol-2-yl}-1-methyl-1H-pyrazolo[4,3-c]pyridine-6-carboxamide